CNC1=CC=C(C=N1)/C=C/C=C/C1=NC2=CC=C(C=C2C=C1)O 2-((1E,3E)-4-(6-(methylamino)pyridine-3-yl)buta-1,3-dienyl)quinoline-6-ol